C/C(/C(=O)O)=C\C=1SC=C(C1)C=1C=NC(=CC1)C#N (E)-2-methyl-3-(4-(6-cyanopyridin-3-yl)thiophen-2-yl)acrylic acid